N-methyl-diethanolamine N-oxide C[N+](CCO)(CCO)[O-]